3-ethyl-benzothiazolium iodide [I-].C(C)[N+]1=CSC2=C1C=CC=C2